COC=1C=C(C=C(C1)OC)N1C(N(C2=C(C1)C=NC(=N2)NC2=CC=C(C=C2)N2CCN(CC2)CC(=O)OC(C)(C)C)CC2=CC=C(C=C2)NC(CC)=O)=O tert-butyl 2-(4-(4-((6-(3,5-dimethoxyphenyl)-7-oxo-8-(4-propionamidobenzyl)-5,6,7,8-tetrahydropyrimido[4,5-d]pyrimidin-2-yl)amino)phenyl)piperazin-1-yl)acetate